FC=1C=C(C=C(C1)F)C=1C=C2C(=NNC2=CC1)C=CC1=NC=CC=C1 5-(3,5-difluorophenyl)-3-(2-(pyridin-2-yl)vinyl)-1H-indazole